N-[(1R)-1-[3-(1,1-difluoro-2-hydroxy-ethyl)-2-fluoro-phenyl]ethyl]-1-(2-fluoroPhenyl)-4-hydroxy-6-oxo-pyridazine-3-carboxamide FC(CO)(F)C=1C(=C(C=CC1)[C@@H](C)NC(=O)C1=NN(C(C=C1O)=O)C1=C(C=CC=C1)F)F